(R)-6-(2-amino-6-fluoro-5-(4-(piperidin-3-yloxy)phenyl)pyridin-3-yl)-7-fluoro-3,4-dihydroisoquinolin-1(2H)-one NC1=NC(=C(C=C1C=1C=C2CCNC(C2=CC1F)=O)C1=CC=C(C=C1)O[C@H]1CNCCC1)F